(2S)-2-cyclopropyl-10-[(2,5-dichloropyrimidin-4-yl)amino]-3,3,11-trifluoro-7-methyl-2,4-dihydro-1H-[1,4]oxazepino[2,3-c]quinolin-6-one C1(CC1)[C@@H]1NC2=C(C(N(C=3C=CC(=C(C23)F)NC2=NC(=NC=C2Cl)Cl)C)=O)OCC1(F)F